3,5-dimethyl-4,5-dihydropyrido[3,4-e][1,2,3]triazolo[1,5-a]pyrazin-6-amine CC=1N=NN2C1CN(C1=C2C=CN=C1N)C